4-((4-methoxybenzyl)(methyl)amino)-7-(1-(tetrahydro-2H-pyran-2-yl)-1H-pyrazol-5-yl)pyrrolo[1,2-a]quinoxaline-2-carboxylic acid ethyl ester C(C)OC(=O)C=1C=C2N(C3=CC=C(C=C3N=C2N(C)CC2=CC=C(C=C2)OC)C2=CC=NN2C2OCCCC2)C1